4-chloro-6-(trifluoromethoxy)quinoline ClC1=CC=NC2=CC=C(C=C12)OC(F)(F)F